6-bromo-2,3-bis(trifluoromethyl)quinoxaline tin [Sn].BrC=1C=C2N=C(C(=NC2=CC1)C(F)(F)F)C(F)(F)F